di-tert-butyl 2-(2-bromo-5-(((trifluoromethyl)sulfonyl)oxy)phenyl)piperazine-1,4-dicarboxylate BrC1=C(C=C(C=C1)OS(=O)(=O)C(F)(F)F)C1N(CCN(C1)C(=O)OC(C)(C)C)C(=O)OC(C)(C)C